N1C=CC=2C1=NC=C(C2)OC2=C(C(=O)NS(=O)(=O)C1=CC(=C(C=C1)NCC1CCOCC1)[N+](=O)[O-])C=CC(=C2)C=2OC(=CC2)CN2C(CCC2)C2=C(C=CC=C2)C2CC2 2-((1H-pyrrolo[2,3-b]pyridin-5-yl)oxy)-4-(5-((2-(2-cyclopropylphenyl)pyrrolidin-1-yl)methyl)furan-2-yl)-N-((3-nitro-4-(((tetrahydro-2H-pyran-4-yl)methyl)amino)phenyl)sulfonyl)benzamide